C1=CC=CC=2C3=CC=CC=C3C(C12)COC(=O)N[C@H](C(=O)O)CCC(NC1=CC=CC=C1)=O (S)-2-((((9H-fluoren-9-yl)methoxy)carbonyl)amino)-5-oxo-5-(phenylamino)pentanoic acid